METHYL-2-ISOCYANO-3-(4-IMIDAZOLYL)PROPIONATE COC(C(CC=1N=CNC1)[N+]#[C-])=O